FC1=CC=C(C(=C1)F)F 2,4,5-trifluoro-benzene